3,5-bis(trifluoro-methyl)benzeneMethylamine Hydrobromide Br.FC(C=1C=C(C=C(C1)C(F)(F)F)CN)(F)F